3-(2-methoxy-2-oxoethoxy)propionic acid COC(COCCC(=O)O)=O